The molecule is an organic heterotetracyclic compound that is 2,3-dihydro-5H-furo[3,2-b]xanthen-5-one substituted by hydroxy groups at positions 4, 7, 8 and 9, an isoprenyl group at position 6 and a prop-1-en-2-yl group at position 2. It is isolated from Cratoxylum Sumatranum and exhibits cytotoxicity towards the KB (human oral epidermoid) cancer cell line. It has a role as a metabolite and an antineoplastic agent. It is an organic heterotetracyclic compound, a cyclic ketone, a polyphenol and a cyclic ether. CC(=CCC1=C2C(=C(C(=C1O)O)O)OC3=CC4=C(CC(O4)C(=C)C)C(=C3C2=O)O)C